tert-butyl 4-(((3R,4R)-3-(4-(tert-butoxycarbonyl) phenyl)-1-propylpiperidin-4-yl)methyl)-5,7-dimethyl-1H-indole-1-carboxylate C(C)(C)(C)OC(=O)C1=CC=C(C=C1)[C@@H]1CN(CC[C@H]1CC1=C2C=CN(C2=C(C=C1C)C)C(=O)OC(C)(C)C)CCC